C1(CC1)C1=CC(=NN1)C(=O)C1=NC(=NC=C1)N1C2CC(C1)(C2)CO (5-Cyclopropyl-1H-pyrazol-3-yl)-[2-[4-(hydroxymethyl)-2-azabicyclo[2.1.1]hexan-2-yl]pyrimidin-4-yl]methanone